benzo[b]naphthol C=1(C=CC=C2C1C=C1C=CC=CC1=C2)O